OC1=C(C(=O)NCCCCCCCC(=O)O)C=CC=C1 8-((2-hydroxybenzoyl)amino)caprylic acid